CN(CCOC1=C(C=C(N)C=C1)F)C 4-[2-(dimethylamino)ethoxy]-3-fluoro-aniline